N[C@@H](CCN1C(C2=CC=CC=C2C1=O)=O)C 2-[(3R)-3-aminobutyl]isoindoline-1,3-dione